5-(3-Cyanophenyl)-2-methyl-N-(3-(2-morpholinopropyl)-1,2,4-thiadiazol-5-yl)thiophene-3-carboxamide C(#N)C=1C=C(C=CC1)C1=CC(=C(S1)C)C(=O)NC1=NC(=NS1)CC(C)N1CCOCC1